C(C1=CC=CC=C1)OC(=O)N[C@@H](C(NCCOCCOCCOCCOCCOCCOCCOCCOC)=O)[C@H](C(NCCCC(=O)O)=O)NC(=O)OCC1=CC=CC=C1 (28R,29R)-28,29-bis(((benzyloxy)carbonyl)amino)-27,30-dioxo-2,5,8,11,14,17,20,23-octaoxa-26,31-diazapentatriacontan-35-oic acid